BrC=1SC(=CN1)C=O 2-bromothiazole-5-carbaldehyde